CS(=O)(=O)OC1CCC2(CC(N(C2)C)=O)CC1 2-methyl-3-oxo-2-azaspiro[4.5]decan-8-yl methanesulfonate